2,4-dimethyl-6-chloromethylphenol CC1=C(C(=CC(=C1)C)CCl)O